N2-(2-(1-(Cyclopropylsulfonyl)-1H-pyrazol-4-yl)pyrimidin-4-yl)-N4-(3-((2-fluoroethyl)amino)cyclohexyl)-5-(1-methyl-1H-pyrazol-3-yl)pyridine-2,4-diamine C1(CC1)S(=O)(=O)N1N=CC(=C1)C1=NC=CC(=N1)NC1=NC=C(C(=C1)NC1CC(CCC1)NCCF)C1=NN(C=C1)C